6-(2,2,2-trifluoroethyl)quinazoline FC(CC=1C=C2C=NC=NC2=CC1)(F)F